4-formyl-6-methyl-7-oxo-1-tosyl-6,7-dihydro-1H-pyrrolo[2,3-c]pyridine-2-carboxylic acid ethyl ester C(C)OC(=O)C1=CC2=C(C(N(C=C2C=O)C)=O)N1S(=O)(=O)C1=CC=C(C)C=C1